C(C1=CC=CC=C1)N1CCC(=CC1)C=1C=C2C(N(C(C2=CC1)=O)C1C(NC(CC1)=O)=O)=O 5-(1-benzyl-1,2,3,6-tetrahydropyridin-4-yl)-2-(2,6-dioxopiperidin-3-yl)isoindoline-1,3-dione